Sodium triacontanoate C(CCCCCCCCCCCCCCCCCCCCCCCCCCCCC)(=O)[O-].[Na+]